COC(C[C@@H](C)C=1C=CC=C2[C@](CCOC12)(C(=O)O)C)=O (4S)-8-[(1R)-3-methoxy-1-methyl-3-oxo-propyl]-4-methyl-chromane-4-carboxylic acid